CCCCCCCCC(=O)C1=NC=CC(=C1)Br octan-8-yl(4-bromopyridin-2-yl)methanone